rac-N-[5-(1-hydroxyethyl)pyridin-2-yl]-3-oxo-2-[2-(2,2,2-trifluoroethoxy)phenyl]-2,3-dihydropyridazine-4-carboxamide O[C@H](C)C=1C=CC(=NC1)NC(=O)C=1C(N(N=CC1)C1=C(C=CC=C1)OCC(F)(F)F)=O |r|